[Ti].[Ru].[Sn] tin ruthenium titanium